C(C)(=O)N([C@@H]([C@H](O)C)C(=O)N[C@H](CCC(=O)O)C(N)=O)C1[C@H](N)[C@@H](O[C@@H](C(=O)O)C)[C@H](O)[C@H](O1)CO N-acetylmuramyl-L-threonyl-D-isoglutamine